CC1=NC=NC2=C(C=C(C=C12)C=1C(=NC(=NC1)N)C=1OC=C(C1)C)C 5-(4,8-Dimethylquinazolin-6-yl)-4-(4-methylfuran-2-yl)pyrimidin-2-amine